3-amino-1-[trans-4-cyanotetrahydro-2H-pyran-3-yl]Pyrazole-4-carboxamide NC1=NN(C=C1C(=O)N)[C@@H]1COCC[C@H]1C#N